dimethyl-(2,4,6-tribromophenyl)sulfonium oxide C[S+](C1=C(C=C(C=C1Br)Br)Br)(C)=O